FC=1C=NN(C1C(=O)OCC)[C@H](C)C1=CC=CC=C1 ethyl (R)-4-fluoro-1-(1-phenylethyl)-1H-pyrazole-5-carboxylate